C(C(=C)C)(=O)OCCCCCCCCCCCP(O)(O)=O 11-methacryloxyundecyl-phosphonic acid